tert-butyl (2R,4R)-4-((4-(azetidin-1-yl)-6-((1-(tert-butyl)-5-methyl-1H-pyrazol-3-yl) amino)-3-fluoropyridin-2-yl) methyl)-1-(3-chloro-2-fluorobenzyl)-2-methylpiperidine-4-carboxylate N1(CCC1)C1=C(C(=NC(=C1)NC1=NN(C(=C1)C)C(C)(C)C)C[C@@]1(C[C@H](N(CC1)CC1=C(C(=CC=C1)Cl)F)C)C(=O)OC(C)(C)C)F